N-(benzyloxycarbonyloxy)succinimide sodium 2-allylmethylaminoethanesulfonate C(C=C)CNCCS(=O)(=O)[O-].[Na+].C(C1=CC=CC=C1)OC(=O)ON1C(CCC1=O)=O